[Cl-].C(CCCCCCCCCCCCCCCCCCCCC)(=O)N behenic amide chloride